trifluoromethyltrifluoroethyl ether FC(F)(F)C(C(F)(F)F)OC(C(F)(F)F)C(F)(F)F